2-fluoro-N-(3-methoxyphenyl)-7H-purin-6-amine FC1=NC(=C2NC=NC2=N1)NC1=CC(=CC=C1)OC